N-[(4-hydroxy-1-methyl-3-isoquinolinyl)carbonyl]-glycine OC1=C(N=C(C2=CC=CC=C12)C)C(=O)NCC(=O)O